N-(3,4-Dimethoxyphenyl)-6-morpholin-4-yl-N1-p-tolyl-[1,3,5]triazine-2,4-diamine COC=1C=C(C=CC1OC)NC1N(C(=NC(=N1)N)N1CCOCC1)C1=CC=C(C=C1)C